C(#N)C(CC1C(NCCC1)=O)NC(=O)C1N(C2CC(C1CC2)(F)F)C(C(CC2CC2)NC=2C=NN(C2)C)=O N-(1-cyano-2-(2-oxopiperidin-3-yl)ethyl)-2-(3-cyclopropyl-2-((1-methyl-1H-pyrazol-4-yl)amino)propanoyl)-5,5-difluoro-2-azabicyclo[2.2.2]octane-3-carboxamide